ethyl 8-bromo-6-(1-fluorocyclopropyl)imidazo[1,2-a]pyridine-2-carboxylate BrC=1C=2N(C=C(C1)C1(CC1)F)C=C(N2)C(=O)OCC